ethyl 2-chloro-beta-(2-chloro-4-fluorophenyl)-gamma-hydroxy-3,5-dimethoxy-alpha-methylenephenylbutyrate ClC1=C(C=C(C=C1OC)OC)C(C(C(=O)OCC)=C)(CO)C1=C(C=C(C=C1)F)Cl